ethan-1-ylamine C(C)N